C(#N)CCOC(CCCC#N)C(C(CCCC#N)OCCC#N)OCCC#N 5,6,7-tris(2-cyanoethoxy)undecanedionitrile